C(C)(=O)N1CC=2N=C(N=C(C2C1)N[C@H](CC(=O)NC)CC(C)C)N1CC2(CN(C2)C(C=C)=O)CC1 (3S)-3-((6-acetyl-2-(2-(2-propenoyl)-2,6-diazaspiro[3.4]octan-6-yl)-6,7-dihydro-5H-pyrrolo[3,4-d]pyrimidin-4-yl)amino)-N,5-dimethylhexanamide